trans-N-[4-(6-bromo-1-tetrahydropyran-2-yl-indazol-4-yl)oxycyclohexyl]carbamic acid tert-butyl ester C(C)(C)(C)OC(N[C@@H]1CC[C@H](CC1)OC1=C2C=NN(C2=CC(=C1)Br)C1OCCCC1)=O